CC1(C=CC=C2C1CN2CCNC(=O)C=2C=C(C(=NC2)C)C=2N1C(SC2C2=CC=NC=C2)=C(C=N1)C(=O)N)C (5-((2-(3,3-dimethylbenzazetidin-1-yl)ethyl)carbamoyl)-2-methylpyridin-3-yl)-2-(pyridin-4-yl)pyrazolo[5,1-b]Thiazole-7-carboxamide